(2-(benzyloxy)ethyl)phthalic acid C(C1=CC=CC=C1)OCCC1=C(C(C(=O)O)=CC=C1)C(=O)O